[Ir+3].ClC[C@@H](COC1=C(C=C(C=C1Cl)S(=O)(=O)C1=CC=C(C=C1)OC[C@@H](COC)O)Cl)O (R)-1-chloro-3-(2,6-dichloro-4-((4-((R)-2-hydroxy-3-methoxypropoxy)phenyl)sulfonyl)phenoxy)propan-2-ol iridium(III)